S(=O)(=O)(C1=CC=C(C)C=C1)NC(NC1=C(C=C(C(=C1)NC(=O)NS(=O)(=O)C1=CC=C(C)C=C1)S(=O)(=O)NC1=CC=C(C(=O)OCC)C=C1)S(=O)(=O)NC1=CC=C(C(=O)OCC)C=C1)=O diethyl 4,4'-((4,6-bis(3-tosylureido)-1,3-phenylenedisulfonyl)bis(azanediyl))dibenzoate